BrC1=NNC2=C1N=C(N=C2C2=CC=NC=C2)Cl 3-bromo-5-chloro-7-(pyridin-4-yl)-1H-pyrazolo[4,3-d]pyrimidine